3,3-diethyl-1-butene C(C)C(C=C)(C)CC